3-(3,5-dichloro-4-hydroxybenzamido)-1-methyl-N-{[2-(trifluoromethyl)phenyl]methyl}-1H-pyrazole-4-carboxamide ClC=1C=C(C(=O)NC2=NN(C=C2C(=O)NCC2=C(C=CC=C2)C(F)(F)F)C)C=C(C1O)Cl